Cl.NC(C(=O)NC1=CC(=C(C=C1)OC1=C(C=C(C=C1)F)F)C1=CN(C2=C(N=CC=C21)OC)C)(C)C 2-Amino-N-(4-(2,4-difluorophenoxy)-3-(7-methoxy-1-methyl-1H-pyrrolo[2,3-c]pyridin-3-yl)phenyl)-2-methylpropanamide hydrochloride